3-(4-{[6-(benzylamino)-4-pyrimidinyl]oxy}-3-ethylphenyl)-1-[5-(trifluoromethyl)-3-pyridinyl]-2,4-imidazolidinedione C(C1=CC=CC=C1)NC1=CC(=NC=N1)OC1=C(C=C(C=C1)N1C(N(CC1=O)C=1C=NC=C(C1)C(F)(F)F)=O)CC